[1,4]oxazin O1CC=NC=C1